2-[2-[(2S)-2-methylazetidin-1-yl]-6,7-dihydro-5H-cyclopenta[d]pyrimidin-4-yl]thieno[3,2-c]pyridin-4-amine C[C@@H]1N(CC1)C=1N=C(C2=C(N1)CCC2)C2=CC=1C(=NC=CC1S2)N